3-(4-fluorophenyl)-1-isopropyl-2,4-dioxo-1,2,3,4-tetrahydropyrimidine-5-carbonyl chloride FC1=CC=C(C=C1)N1C(N(C=C(C1=O)C(=O)Cl)C(C)C)=O